FC1=C(CN2N=CC3=C(N(C=4C=C(C=CC34)OC3=CC=C4C(=N3)C=NN4C4OCCCC4)C)C2=O)C=CC=C1 3-(2-fluorobenzyl)-5-methyl-7-((1-(tetrahydro-2H-pyran-2-yl)-1H-pyrazolo[4,3-b]pyridin-5-yl)oxy)-3,5-dihydro-4H-pyridazino[4,5-b]indol-4-one